BrC=1C=C(C=NC1)[C@H](CC(=O)OCC)N[S@](=O)C(C)(C)C ethyl (S)-3-(5-bromopyridin-3-yl)-3-((R)-1,1-dimethylethylsulfinamido)propanoate